4-(1,1-dimethylethyl)phenol sodium hydrogen phosphate P(=O)(O)([O-])[O-].[Na+].CC(C)(C)C1=CC=C(C=C1)O.[Na+]